2-(4-fluorophenyl)-N-[4-(4-oxo-3-phenyl-4,5,6,7-tetrahydro-1H-pyrrolo[3,2-c]pyridin-2-yl)pyridin-2-yl]acetamide FC1=CC=C(C=C1)CC(=O)NC1=NC=CC(=C1)C1=C(C=2C(NCCC2N1)=O)C1=CC=CC=C1